NC=1C=C(C=C(C1)Br)NC(C1=CC=C(C=C1)N1C(CCCC1)=O)=O N-(3-AMINO-5-BROMOPHENYL)-4-(2-OXOPIPERIDIN-1-YL)BENZAMIDE